C1(CC1)C1=NN(C(=C1C(F)(F)F)C(=O)NC1=CC(=NC=C1)SC)CC1C2(C13CC3)CC2 3-Cyclopropyl-1-(dispiro[2.0.24.13]heptan-7-ylmethyl)-N-(2-(methylthio)pyridin-4-yl)-4-(trifluoromethyl)-1H-pyrazole-5-carboxamide